C(C)(C)(C)OC(=O)N1CC(C1)N1N=CC(=C1)C1=NC(=C(C(=C1)C(F)(F)F)C#N)Cl 3-[4-[6-Chloro-5-cyano-4-(trifluoromethyl)-2-pyridinyl]pyrazol-1-yl]azetidine-1-carboxylic acid tert-butyl ester